ClC1=CC2=C(N(C(N=C2N2[C@H](CN(CC2)C(=O)OC(C)(C)C)C)=O)C=2C(=NC=CC2C)CC)N=C1Cl (S)-tert-butyl 4-(6,7-dichloro-1-(2-ethyl-4-methylpyridin-3-yl)-2-oxo-1,2-dihydropyrido[2,3-d]pyrimidin-4-yl)-3-methylpiperazine-1-carboxylate